7-isopropylbenzo[b]thiophen-3-ylboronic acid C(C)(C)C1=CC=CC2=C1SC=C2B(O)O